p-tolylmethanamine CC1C=CC(CN)=CC=1